(2S)-2-{[(2S)-2-{[(4-bromophenyl)carbamoyl]amino}-4-methylpentanoyl]amino}propanoic acid BrC1=CC=C(C=C1)NC(=O)N[C@H](C(=O)N[C@H](C(=O)O)C)CC(C)C